(E)-1-[2-Hydroxy-4-(methoxymethoxy)phenyl]-3-[4-(methoxymethoxy)phenyl]prop-2-en-1-one OC1=C(C=CC(=C1)OCOC)C(\C=C\C1=CC=C(C=C1)OCOC)=O